4-Bromo-N-(2-(trifluoromethyl)phenethyl)pyridin-2-amine BrC1=CC(=NC=C1)NCCC1=C(C=CC=C1)C(F)(F)F